N[C@@H](C(=O)O)CCCC(=O)O (2R)-2-aminoadipic acid